C(C)OC(=O)C=1OC2=C(C1C)C=C(C=C2)S(N(CCC2=CC=CC=C2)C2=CC=C(C=C2)C(=O)N2CCN(CC2)C(=O)OC(C)(C)C)(=O)=O 5-(N-(4-(4-(tert-Butoxycarbonyl)piperazine-1-carbonyl)phenyl)-N-phenethylsulfamoyl)-3-methylbenzofuran-2-carboxylic acid ethyl ester